8-[(1-tert-Butoxycarbonyl-4-cyano-piperidin-4-ylmethyl)-amino]-6-pyridin-4-yl-imidazo[1,2-a]pyrazine-2-carboxylic acid ethyl ester C(C)OC(=O)C=1N=C2N(C=C(N=C2NCC2(CCN(CC2)C(=O)OC(C)(C)C)C#N)C2=CC=NC=C2)C1